FC(C=1N=CC=2N(C1)C(=CN2)C2=NC=CC(=N2)N2CC(CC2)N2CCOCC2)(F)F 4-(1-(2-(6-(Trifluoromethyl)imidazo[1,2-a]pyrazin-3-yl)pyrimidin-4-yl)pyrrolidin-3-yl)morpholine